FC=1C=CC(=NC1)CNC(=O)NC1=C(C=C(C=C1)[C@@H](C)N1C(=NC=C1)C)O |r| (rac)-(R)-1-((5-fluoropyridin-2-yl)methyl)-3-(2-hydroxy-4-(1-(2-methyl-1H-imidazol-1-yl)ethyl)phenyl)urea